(6-Chlorodiazin-4-yl)-5-isopropoxy-1-trityl-1H-indazole ClC1=CC(=CN=N1)C1=NN(C2=CC=C(C=C12)OC(C)C)C(C1=CC=CC=C1)(C1=CC=CC=C1)C1=CC=CC=C1